FC1([C@H](C=2C(=CN(C2CC1)C=1C=C(C(C#N)=CC1)C#N)C(F)(F)F)O)F (S)-4-(5,5-difluoro-4-hydroxy-3-(trifluoromethyl)-4,5,6,7-tetrahydro-1H-indol-1-yl)phthalonitrile